P(=O)(OC1(C(C=CC=C1)C)C)(OC1=CC=CC=C1)[O-] xylenyl monophenyl phosphate